tert-butyl 8-(6-((4,4-difluorocyclohexyl) carbamoyl)-6,7-dihydro-5H-pyrrolo[3,4-b]pyridin-2-yl)-3,8-diazabicyclo[3.2.1]octane-3-carboxylate FC1(CCC(CC1)NC(=O)N1CC2=NC(=CC=C2C1)N1C2CN(CC1CC2)C(=O)OC(C)(C)C)F